BrC1=CN(C(N(C1=O)CC=1SC=CC1)=O)CC 2-((5-Bromo-3-ethyl-2,6-dioxo-3,6-dihydropyrimidin-1(2H)-yl)methyl)thiophene